[(phenyl)(dimethylfluorenyl)triazineyl]dibenzoselenophene C1(=CC=CC=C1)C1=C(C(=NN=N1)C1=CC=CC=2[Se]C3=C(C21)C=CC=C3)C3=C(C(=CC=2C1=CC=CC=C1CC32)C)C